(R)-6-chloro-3-((1-(2-((4-fluoro-2-methylbenzyl)amino)-3,6-dimethyl-4-oxo-3,4-dihydroquinazolin-8-yl)ethyl)amino)-N-(methylsulfonyl)picolinamide ClC1=CC=C(C(=N1)C(=O)NS(=O)(=O)C)N[C@H](C)C=1C=C(C=C2C(N(C(=NC12)NCC1=C(C=C(C=C1)F)C)C)=O)C